C1(=CC=CC=C1)N(NC(=O)N=N)C1=CC=CC=C1 diphenyl-carbazone